2-(4-hydroxyphenoxy)propionyl chloride OC1=CC=C(OC(C(=O)Cl)C)C=C1